CC1=C(C=CC(=C1)C)N1CC(CC2=CC=CC=C12)CNC(C=C)=O N-((1-(2,4-dimethylphenyl)-1,2,3,4-tetrahydroquinolin-3-yl)methyl)acrylamide